N1=CC=C(C=C1)N1N=CC(=C1)N 1-(pyridin-4-yl)pyrazol-4-amine